3-(4'-chloro-[1,1'-biphenyl]-4-yl)-9-phenyl-9H-carbazole ClC1=CC=C(C=C1)C1=CC=C(C=C1)C=1C=CC=2N(C3=CC=CC=C3C2C1)C1=CC=CC=C1